5-chloro-8-[2-(difluoromethyl)-4-pyridinyl]-2-methyl-imidazo[1,2-a]pyridine ClC1=CC=C(C=2N1C=C(N2)C)C2=CC(=NC=C2)C(F)F